O1CCN(CC1)C(C)C1=CC=C(C=C1)C=1C=C(C(NC1C(F)(F)F)=O)C(=O)N 5-(4-(1-morpholinoethyl)phenyl)-2-oxo-6-(trifluoromethyl)-1,2-dihydropyridine-3-carboxamide